2-((1S,2R)-1-(2-chlorophenyl)-1-(5-cyano-1-methyl-1H-pyrazol-4-yl)propan-2-yl)-5-hydroxy-N-(isoxazol-4-yl)-1-methyl-6-oxo-1,6-dihydropyrimidine-4-carboxamide ClC1=C(C=CC=C1)[C@@H]([C@@H](C)C=1N(C(C(=C(N1)C(=O)NC=1C=NOC1)O)=O)C)C=1C=NN(C1C#N)C